5-benzyl-N-(4-(2-chloro-5-methoxyphenyl)pyridin-2-yl)-4H-1,2,4-triazole-3-carboxamide C(C1=CC=CC=C1)C=1NC(=NN1)C(=O)NC1=NC=CC(=C1)C1=C(C=CC(=C1)OC)Cl